(±)-trans-N-(8-amino-6-(4-ethylpyridin-3-yl)isoquinolin-3-yl)-2-cyanocyclopropane-1-carboxamide NC=1C=C(C=C2C=C(N=CC12)NC(=O)[C@H]1[C@@H](C1)C#N)C=1C=NC=CC1CC |r|